ethyl 7-[3-(trifluoromethyl)phenoxy]-2,3-dihydro-[1,4]dioxino[2,3-b]pyridine-8-carboxylate FC(C=1C=C(OC=2C(=C3C(=NC2)OCCO3)C(=O)OCC)C=CC1)(F)F